COC(C1=C(N=C(C=C1I)Br)OC(F)F)=O 6-bromo-2-(difluoromethoxy)-4-iodonicotinic acid methyl ester